dihydrobenzo[b]thieno[2,3-d]oxepin S1CCC2=C1C1=C(OC=C2)C=CC=C1